FC=1C(=CC2=C(N=C(O2)NC2=NC3=C(N2C)C=CC(=C3)C(=O)O)C1)C(F)(F)F ((5-fluoro-6-(trifluoromethyl)benzo[d]oxazol-2-yl)amino)-1-methyl-1H-benzo[d]imidazole-5-carboxylic acid